CC=1N=NC=C(C1[C@H](C)OC=1C=C2C(=NNC2=CC1)C=1C=NC(=NC1)N1CC2(CN(C2)S(=O)(=O)C)C1)C 5-[(1S)-1-(3,5-dimethylpyridazin-4-yl)ethoxy]-3-[2-(2-methylsulfonyl-2,6-diazaspiro[3.3]heptan-6-yl)pyrimidin-5-yl]-1H-indazole